CSC1=CC=C(C=C1)[As]=O (4-(methylthio)phenyl)(oxo)arsine